CC1=NC(=NC(=C1)C)N1C[C@@H]2[C@H](C1)CN(C2)C(=O)C=2C(=NN1C2C=CC=C1)C1=CC=NC=C1 ((3aR,6aS)-5-(4,6-dimethylpyrimidin-2-yl)hexahydropyrrolo[3,4-c]pyrrol-2(1H)-yl)(2-(pyridin-4-yl)pyrazolo[1,5-a]pyridin-3-yl)methanone